C(C)OC(CCN(C(CC(=O)OCC)=O)CCOC)=O ethyl 3-((3-ethoxy-3-oxopropyl) (2-methoxyethyl) amino)-3-oxopropanoate